CS(=O)(=O)C1=NC=CC(=N1)N1N=C(C(=C1)C=O)C1=CC=CC=C1 (2-(methylsulfonyl)pyrimidin-4-yl)-3-phenyl-1H-pyrazole-4-carbaldehyde